N-[4-(3-cyanophenyl)-5-(2,6-dimethyl-4-pyridyl)thiazol-2-yl]-1-oxa-4,9-diazaspiro[5.5]undecane-9-carboxamide C(#N)C=1C=C(C=CC1)C=1N=C(SC1C1=CC(=NC(=C1)C)C)NC(=O)N1CCC2(CNCCO2)CC1